OC=1C=C(C=CC1)C=1C=C2C=CNC2=NC1 5-(3-hydroxyphenyl)-7-azaindole